2-(4-chloro-3-fluorophenyl)-N-{4-[2-(3,4-dichlorophenoxy)acetylamino]bicyclo-[2.1.1]hex-1-yl}-1,3-oxazole-5-carboxamide ClC1=C(C=C(C=C1)C=1OC(=CN1)C(=O)NC12CCC(C1)(C2)NC(COC2=CC(=C(C=C2)Cl)Cl)=O)F